6-((3-(3-((difluoromethyl)thio)-8-(((3R,4S)-4-fluoro-1-methylpyrrolidin-3-yl)amino)imidazo[1,2-a]pyridin-2-yl)prop-2-yn-1-yl)amino)-5-methoxy-N-methylpicolinamide FC(SC1=C(N=C2N1C=CC=C2N[C@@H]2CN(C[C@@H]2F)C)C#CCNC2=C(C=CC(=N2)C(=O)NC)OC)F